(S)-2-(7-(3-(2,3-dihydrobenzo[b][1,4]dioxin-6-yl)ureido)dibenzo[b,d]thiophene-3-sulfonamido)-3-methyl-butanoic acid O1C2=C(OCC1)C=C(C=C2)NC(NC2=CC1=C(C3=C(S1)C=C(C=C3)S(=O)(=O)N[C@H](C(=O)O)C(C)C)C=C2)=O